FC1=C(CC2(CCCCC2)C#N)C=CC(=C1)F 1-(2,4-difluorobenzyl)cyclohexane-1-carbonitrile